Cl.NC(C(C)(O)C)C(F)(F)F 3-amino-4,4,4-trifluoro-2-methylbutan-2-ol hydrochloride